FC=1C=C(C=C(C1F)[N+](=O)[O-])S(=O)(=O)N 3,4-difluoro-5-nitrobenzenesulfonamide